FC(C1=CSC=C1C#N)(F)F 3-trifluoromethyl-4-cyanothiophene